4-[4,5-dihydro-5-(trifluoromethyl)-5-[3-(tri-fluoromethyl)phenyl]-3-isoxazolyl]furo[2,3-c]pyridine-7-methanol FC(C1(CC(=NO1)C1=C2C(=C(N=C1)CO)OC=C2)C2=CC(=CC=C2)C(F)(F)F)(F)F